cyclopropyl trans-N-[4-[5-[4-amino-2-(ethylsulfamoyl) phenyl]thiazol-2-yl]cyclohexyl]carbamate NC1=CC(=C(C=C1)C1=CN=C(S1)[C@@H]1CC[C@H](CC1)NC(OC1CC1)=O)S(NCC)(=O)=O